2-[2-[bis(carboxymethyl)amino]ethyl-[2-[2-[bis(carboxymethyl)amino]ethyl-(carboxymethyl)-amino]-ethyl]amino]acetic acid C(=O)(O)CN(CCN(CC(=O)O)CCN(CC(=O)O)CCN(CC(=O)O)CC(=O)O)CC(=O)O